alpha-acetoxyl-2,6-naphthalenedicarboxylic acid O(C(=O)C)C1=C(C=CC2=CC(=CC=C12)C(=O)O)C(=O)O